N-(5-bromopyrimidin-2-yl)butanamide BrC=1C=NC(=NC1)NC(CCC)=O